1,3-divinyl-benzene C(=C)C1=CC(=CC=C1)C=C